(2-iodo-4-methyl-5-(trifluoromethyl)phenyl)acetamide IC1=C(C=C(C(=C1)C)C(F)(F)F)CC(=O)N